CC1=CC=C(C=C1)O (E)-4-methylphenol